4,4',4''-ethylidynetrisaniline C(C)(C1=CC=C(N)C=C1)(C1=CC=C(N)C=C1)C1=CC=C(N)C=C1